2-methoxy-5-(5-methoxybenzofuran-2-yl)-7-methylquinoxaline COC1=NC2=CC(=CC(=C2N=C1)C=1OC2=C(C1)C=C(C=C2)OC)C